1-phenyl-3-hydroxy-1,2,4-triazole C1(=CC=CC=C1)N1N=C(N=C1)O